9-deoxy-N-hydroxyacetylneuraminic acid OCC(=O)N[C@@H]1[C@H](CC(C(O)=O)(O)O[C@H]1[C@H](O)[C@H](O)C)O